(3R)-1-benzylpyrrolidin-3-yl-amine C(C1=CC=CC=C1)N1C[C@@H](CC1)N